Hexadecyltri(mercaptomethoxy)silane C(CCCCCCCCCCCCCCC)[Si](OCS)(OCS)OCS